CC1C2=C(C(NC1)=O)C=CO2 7-methyl-6,7-dihydro-5H-furo[3,2-c]pyridin-4-one